4-oxo-1-[2-(propan-2-yloxy)ethyl]-2-sulfanylidene-1H,2H,3H,4H,5H-pyrrolo[3,2-d]pyrimidin O=C1C2=C(N(C(N1)=S)CCOC(C)C)C=CN2